CC1(OC(OC1=C)=O)C1=CC=CC2=CC=CC=C12 4-methyl-5-methylene-4-(naphthalen-1-yl)-1,3-dioxolan-2-one